ClC1=C(C=CC(=C1)Cl)C=1CCCC2=C(C1C1=CC(=C(C=C1)CC1CN(C1)CCCF)C)C=CC(=C2)C(=O)O 8-(2,4-dichlorophenyl)-9-(4-((1-(3-fluoropropyl)azetidin-3-yl)methyl)-3-methylphenyl)-6,7-dihydro-5H-benzo[7]annulene-3-carboxylic acid